BrC=1C(=CC(=NC1)Cl)NC1COC1 5-bromo-2-chloro-N-(oxetan-3-yl)pyridin-4-amine